N-benzyl-N-methyl-5-[[(3S)-1-[2-oxo-2-[(2S,4S)-2-cyano-4-fluoro-pyrrolidin-1-yl]ethyl]pyrrolidin-3-yl]amino]quinoline-8-carboxamide C(C1=CC=CC=C1)N(C(=O)C=1C=CC(=C2C=CC=NC12)N[C@@H]1CN(CC1)CC(N1[C@@H](C[C@@H](C1)F)C#N)=O)C